trans-3-(1H-indol-3-yl)-1-(3-pyridyl)-2-propen-1-one N1C=C(C2=CC=CC=C12)/C=C/C(=O)C=1C=NC=CC1